NC=1C2=C(N=CN1)N(C(=C2C2=CC=C(C=C2)OC=2C=C(C=CC2)C)C2=CC=C(C=C2)NC(C(=C)C)=O)C N-(4-(4-amino-7-methyl-5-(4-(m-tolyloxy)phenyl)-7H-pyrrolo[2,3-d]pyrimidin-6-yl)phenyl)methacrylamide